C(C)OC(C#N)OCC diethoxyacetonitrile